The molecule is a long-chain (3S)-hydroxy fatty acyl-CoA that results from the formal condensation of the thiol group of coenzyme A with the carboxy group of (S)-3-hydroxytetradecanoic acid. It has a role as a human metabolite, a Saccharomyces cerevisiae metabolite, an Escherichia coli metabolite and a mouse metabolite. It derives from a myristoyl-CoA and a (S)-3-hydroxytetradecanoic acid. It is a conjugate acid of a (S)-3-hydroxytetradecanoyl-CoA(4-). CCCCCCCCCCC[C@@H](CC(=O)SCCNC(=O)CCNC(=O)[C@@H](C(C)(C)COP(=O)(O)OP(=O)(O)OC[C@@H]1[C@H]([C@H]([C@@H](O1)N2C=NC3=C(N=CN=C32)N)O)OP(=O)(O)O)O)O